FC(S(=O)(=O)[O-])(F)F.FC(S(=O)(=O)[O-])(F)F.[Ca+2] calcium (II) bis(trifluoromethanesulfonate)